C(C)N1C(N(N=C1CO)C=1C=C2[C@@H](C[C@@H](NC2=CC1F)C1=C(C=CC=C1)C)C(C)C)=O |o1:12,14| 4-Ethyl-2-((2R*,4S*)-7-fluoro-4-isopropyl-2-(o-tolyl)-1,2,3,4-tetrahydroquinolin-6-yl)-5-(hydroxymethyl)-2,4-dihydro-3H-1,2,4-triazol-3-one